P(=O)([O-])([O-])[O-].[Li+].[Li+].[Li+] Lithium (phosphate)